COC1=C2C=CC(=C1)O2 (2-methoxy-1,4-phenylene) ether